pyrrolocyclooctadecane-5-one N1C=CC2=C1CCCCCCCCCCCCCCC(C2)=O